(R)-3-((R)-2-(4-(difluoro(phosphono)methyl)phenyl)-2-(4-ethyl-2,3-dioxopiperazine-1-carboxamido)acetamido)-2-hydroxy-3,4-dihydro-2H-benzo[e][1,2]oxaborinine-8-carboxylic acid FC(C1=CC=C(C=C1)[C@H](C(=O)N[C@@H]1B(OC2=C(C1)C=CC=C2C(=O)O)O)NC(=O)N2C(C(N(CC2)CC)=O)=O)(P(=O)(O)O)F